C(CC1=CC=CC=C1)C1=CC=CC(=C1O)C(C)C 6-phenethyl-2-isopropyl-phenol